N[C@H]1[C@@H]2N(C[C@H]1CC2)C(=O)C2=CC1=C(N(C(=N1)C1=CC=3C(=NC(=CC3)C=3C=CC(=C(C3)O)F)N1CC1CC1)C)C(=C2)OC 5-(2-{5-[(1R,4R,7R)-7-amino-2-azabicyclo[2.2.1]heptane-2-carbonyl]-7-methoxy-1-methyl-1H-1,3-benzodiazol-2-yl}-1-(cyclopropylmethyl)-1H-pyrrolo[2,3-b]pyridin-6-yl)-2-fluorophenol